Methyl ((S)-3-amino-1-(3-hexylureido)-3-oxopropyl)phosphonofluoridate NC(C[C@@H](NC(=O)NCCCCCC)P(OC)(=O)F)=O